(2R)-2-methyl-N-{2-[1-(pyridin-2-ylmethyl)piperidin-4-yl]ethyl}-4-[5-(trifluoromethyl)pyrimidin-2-yl]piperazine-1-carboxamide C[C@H]1N(CCN(C1)C1=NC=C(C=N1)C(F)(F)F)C(=O)NCCC1CCN(CC1)CC1=NC=CC=C1